ClC1=C(CSC2=NN=C3N2C(=C(C(N3)=O)C)C)C=CC=C1 3-[(2-chlorobenzyl)sulfanyl]-5,6-dimethyl[1,2,4]triazolo[4,3-a]pyrimidin-7(8H)-one